3,4-dichlorobenzylhydrazine ClC=1C=C(CNN)C=CC1Cl